(1R,2S,3S,4R,5R)-5-[4-chloro-3-[(4-ethoxy-3-fluorophenyl)methyl]phenyl]-1-(hydroxymethyl)-6,8-dioxabicyclo[3.2.1]octane-2,3,4-triol ClC1=C(C=C(C=C1)[C@@]12[C@@H]([C@H]([C@@H]([C@@](CO1)(O2)CO)O)O)O)CC2=CC(=C(C=C2)OCC)F